6-bromo-7-[(3S)-3-hydroxypyrrolidin-1-yl]-4-oxo-N-[3,3,4,4,4-pentafluoro-but-2-yl]-1-(2,4,6-trifluorophenyl)-1,4-dihydro-1,8-naphthyridine-3-carboxamide BrC=1C=C2C(C(=CN(C2=NC1N1C[C@H](CC1)O)C1=C(C=C(C=C1F)F)F)C(=O)NC(C)C(C(F)(F)F)(F)F)=O